1-(3-bromo-4-fluorophenyl)ethan-1-one dysprosium hydride [H-].[Dy+3].BrC=1C=C(C=CC1F)C(C)=O.[H-].[H-]